ClCC=1N=C(OC1)[C@@]1(C[C@H](CC1)NS(=O)(=O)C)CC1=CC(=CC=C1)C=1C(=NC=CC1)OC N-((1S,3R)-3-(4-(chloromethyl)oxazol-2-yl)-3-(3-(2-methoxypyridin-3-yl)benzyl)cyclopentyl)methanesulfonamide